ClC=1C=C(C=CC1OCC1=NC=CC=C1C#N)NC1=NC=C(C(=N1)C=1C=C(C2=C(N(C(=N2)C)C(C)C)C1)F)F N-(3-chloro-4-((3-cyanopyridin-2-yl)methoxy)phenyl)-4-(4-fluoro-1-isopropyl-2-methyl-1H-benzimidazol-6-yl)-5-fluoropyrimidin-2-amine